FC1=C(C=CC(=C1)OC=1SC(=CN1)C=1C=NC(=CC1)C)NC1=NC=NC2=CC(=C(C=C12)NC1CCN(CC1)C(C=C)=O)OC 1-(4-((4-((2-fluoro-4-((5-(6-methylpyridin-3-yl)thiazol-2-yl)oxy)phenyl)amino)-7-methoxyquinazolin-6-yl)amino)piperidin-1-yl)prop-2-en-1-one